(R)-N-(2-(4,4-difluorocyclohexyl)-4-(2,5-difluorophenyl)pyridin-3-yl)-2-(2-methoxypropoxy)pyrimidine-5-carboxamide FC1(CCC(CC1)C1=NC=CC(=C1NC(=O)C=1C=NC(=NC1)OC[C@@H](C)OC)C1=C(C=CC(=C1)F)F)F